C(C)(C)(C)OC(=O)NCCOCCOC=1C=C(C=C(C1)N1CCOCC1)C1=NN(C2=CC=C(C=C12)C(=O)OCC)C1OCCCC1 ethyl 3-[3-[2-[2-(tert-butoxycarbonylamino)ethoxy]ethoxy]-5-morpholino-phenyl]-1-tetrahydropyran-2-yl-indazole-5-carboxylate